bis(diisopropylamino)(1-propyl-2-cyano-2-(3,4-diiso-decyloxybenzyl)ethoxy)phosphine C(C)(C)N(C(C)C)P(OC(C(CC1=CC(=C(C=C1)OCCCCCCCC(C)C)OCCCCCCCC(C)C)C#N)CCC)N(C(C)C)C(C)C